C12N(CC(CC1)C2)CCOC=2C=C(C=1N(C2)N=CC1C#N)C=1C=NC(=CC1)N1CCN(CC1)CC=1C=NC(=CC1)OC 6-(2-(2-azabicyclo[2.2.1]hept-2-yl)ethoxy)-4-(6-(4-((6-Methoxypyridin-3-yl)methyl)piperazin-1-yl)pyridin-3-yl)pyrazolo[1,5-a]pyridine-3-carbonitrile